6-chloro-2-(3-(dimethylamino)-3-methylazetidin-1-yl)-8-fluoroquinoline-3-carbonitrile ClC=1C=C2C=C(C(=NC2=C(C1)F)N1CC(C1)(C)N(C)C)C#N